(S)-6-(2-(4-isobutylphenyl)propionyl)-2-(1-phenylcyclopropyl)-5,6,7,8-tetrahydropyrido[4,3-d]pyrimidin-4(3H)-one C(C(C)C)C1=CC=C(C=C1)[C@@H](C(=O)N1CC2=C(N=C(NC2=O)C2(CC2)C2=CC=CC=C2)CC1)C